Cl.COC1(CNC1)C(F)(F)F 3-methoxy-3-(trifluoromethyl)-azetidine hydrochloride